BrC=1C(=NN(C1Cl)C)[C@@H]1[C@H](C(N(C1)C)=O)C(=O)NC1=C(C(=CC=C1)F)C(C)(F)F (3S,4R)-4-(4-bromo-5-chloro-1-methyl-pyrazol-3-yl)-N-[2-(1,1-difluoroethyl)-3-fluoro-phenyl]-1-methyl-2-oxo-pyrrolidine-3-carboxamide